1-(3-fluorobenzyl)-6-oxo-1,6-dihydropyrimidine-4-carboxamide FC=1C=C(CN2C=NC(=CC2=O)C(=O)N)C=CC1